L-alanine cyclopentyl ester HCl salt Cl.C1(CCCC1)OC([C@@H](N)C)=O